CS(=O)(=O)C=1C=C(C=CC1)C(O)C1=CC=NC=C1 (3-(methylsulfonyl)phenyl)(pyridin-4-yl)methanol